beta-glutamate NC(CC(=O)[O-])CC(=O)[O-]